7-(2-methylpyrimidin-5-yl)-2,3,4,9-tetrahydro-1H-carbazol-1-one CC1=NC=C(C=N1)C1=CC=C2C=3CCCC(C3NC2=C1)=O